4-fluoro-D-fructose F[C@@]([C@@H](C(CO)=O)O)(O)[C@H](O)CO